6-((4-methoxybenzyl)amino)nicotinaldehyde COC1=CC=C(CNC2=NC=C(C=O)C=C2)C=C1